6-methoxy-N-p-chlorophenylisoquinoline-1(2H)-one COC=1C=C2C=CN(C(C2=CC1)=O)C1=CC=C(C=C1)Cl